CO[C@H]1CN(C[C@H]1CNC)C(=O)OC(C)(C)C tert-butyl (3R,4R)-3-methoxy-4-((methylamino)methyl)pyrrolidine-1-carboxylate